O=C(N(CC=1SC=CC1)CC1=CC=C(C=C1)OC)OCOCOCN(COCOCOC(N(CC=1SC=CC1)CC1=CC=C(C=C1)OC)=O)C 3,17-dioxo-1,19-bis(2-thienyl)-2,18-bis(4-methoxybenzyl)-4,6,8,12,14,16-hexa-oxa-2,10,18-triaza-10-methyl-nonadecane